Azacycloheptatriene N1=CC=CC=CC1